ClC1=CC(=NC=C1C(=O)NC=1SC=2C(=NC=C(C2)C2=NC=C(C=C2)C2(CC2)C#N)N1)C 4-chloro-N-(6-(5-(1-cyanocyclopropyl)pyridin-2-yl)thiazolo[4,5-b]pyridin-2-yl)-6-methylnicotinamide